CC1(CCC1)S(=O)(=O)N 1-methylcyclobutane-1-sulfonamide